N-(4-(2-hydroxyethoxy)-2-(thiazol-5-yl)quinolin-6-yl)oxetane-3-carboxamide OCCOC1=CC(=NC2=CC=C(C=C12)NC(=O)C1COC1)C1=CN=CS1